L-6-benzoylaminopurine C(C1=CC=CC=C1)(=O)NC1=C2NC=NC2=NC=N1